S([O-])(O)=O.S(=O)(O)O.[Na+] sodium sulfite, bisulfite salt